BrC=1C=C2C=NC(=NC2=CC1)NC1CCC(CC1)N(C(OCC1=CC=CC=C1)=O)C benzyl N-{4-[(6-bromoquinazolin-2-yl)amino]cyclohexyl}-N-methylcarbamate